(S)-2-(4-(6-aminopyridin-3-yl)morpholin-2-yl)propan-2-ol NC1=CC=C(C=N1)N1C[C@H](OCC1)C(C)(C)O